NCC1=CC=C(C=C1)CC1=CC2=C(N=NC(=C2)C2=C(C=CC=C2)O)N1 2-(6-[[4-(aminomethyl)phenyl]methyl]-7H-pyrrolo[2,3-c]pyridazin-3-yl)phenol